1-(2,6-dichloropyridin-4-yl)-3-methylenecyclobutanecarbonitrile ClC1=NC(=CC(=C1)C1(CC(C1)=C)C#N)Cl